C(C)OC(C[C@H](C)NC(C(C(=O)NC1=CC(=CC(=C1)F)F)C)=O)=O (3S)-3-[[3-(3,5-difluoroanilino)-2-methyl-3-oxo-propionyl]amino]butanoic acid ethyl ester